tert-Butyl 2-[4-[1-(2,7-dioxoazepan-3-yl)-3-methyl-2-oxobenzimidazol-4-yl]-3,6-dihydro-2H-pyridin-1-yl]acetate O=C1NC(CCCC1N1C(N(C2=C1C=CC=C2C=2CCN(CC2)CC(=O)OC(C)(C)C)C)=O)=O